2-chloro-5-fluoro-4-(1-(1-propylpiperidin-4-yl)-1H-pyrazol-4-yl)pyrimidine ClC1=NC=C(C(=N1)C=1C=NN(C1)C1CCN(CC1)CCC)F